C12(C(CC(CC1)C2(C)C)(O)OCC(CO)C)C 3-(2-borneoloxy)2-methyl-1-propanol